N-(7-chloro-6-(1-(4-hydroxy-3-methyltetrahydrofuran-3-yl)piperidin-4-yl)isoquinolin-3-yl)-5,5-dimethyltetrahydrofuran-3-carboxamide ClC1=C(C=C2C=C(N=CC2=C1)NC(=O)C1COC(C1)(C)C)C1CCN(CC1)C1(COCC1O)C